(1S,3aS,6aR)-2-((R)-2-fluoro-2-(3-fluorophenyl)propanoyl)-N-((S)-4-fluoro-3-oxo-1-((S)-2-oxopyrrolidin-3-yl)butan-2-yl)octahydrocyclopenta[c]pyrrole-1-carboxamide F[C@](C(=O)N1[C@@H]([C@H]2[C@@H](C1)CCC2)C(=O)N[C@@H](C[C@H]2C(NCC2)=O)C(CF)=O)(C)C2=CC(=CC=C2)F